methylenebis(4-methyl-6-tert-butylphenol) monoacrylate C(C=C)(=O)OC1=C(C=C(C=C1C(C)(C)C)C)CC1=C(C(=CC(=C1)C)C(C)(C)C)O